NC1=C(C(=NN1C=1SC(=CN1)C)C1=CC=CC=C1)CC1=CC=C(C=C1)S(N)(=O)=O 2-(5-amino-3-phenyl-4-(4-sulfamoylbenzyl)-1H-pyrazol-1-yl)-5-methylthiazole